COC1=NC2=CC=C(C=C2C(=N1)NC1=CC=C(C=C1)OC=1C=NC=CC1)OCCCN1CCOCC1 methoxy-6-(3-morpholinopropoxy)-N-(4-(pyridin-3-yloxy)phenyl)quinazolin-4-amine